(R)-2-(2-amino-1-(4-methyl-1-oxo-1,3-dihydroisobenzofuran-5-yl)ethyl)isoindoline-1,3-dione NC[C@@H](C=1C(=C2COC(C2=CC1)=O)C)N1C(C2=CC=CC=C2C1=O)=O